NC1(COCC1)C1=CC=C(C=C1)C(C(=O)OCC)C1CCCC1 (±)-Ethyl 2-[4-(3-aminotetrahydrofuran-3-yl)phenyl]-2-cyclopentyl-acetate